CN1C(=NN=C1)CC1(COC1)C1=CC=C2CN(C(C2=C1)=O)C1=NC(=CC(=C1)CN1C[C@H](CCC1)C)C(F)(F)F (S)-6-(3-((4-Methyl-4H-1,2,4-triazol-3-yl)methyl)oxetan-3-yl)-2-(4-((3-methylpiperidin-1-yl)methyl)-6-(trifluoromethyl)pyridin-2-yl)isoindolin-1-one